methyl 5-(3-iodo-4-methoxyphenyl)-1H-1,2,3-triazole-4-carboxylate IC=1C=C(C=CC1OC)C1=C(N=NN1)C(=O)OC